BrC1=C(C(=CC(=C1)Cl)Cl)NC(CC(C)(C)C)=O N-(2-Bromo-4,6-dichloro-phenyl)-3,3-dimethyl-butyramide